[(1S)-2-amino-1-methyl-ethyl]4-[5-[3-[2-(4-tert-butoxy-4-oxo-butanoyl)-4-fluoro-6-methoxy-isoindolin-5-yl]oxypropoxy]-4-fluoro-6-methoxy-benzothiophen-2-yl]-4-oxo-butanoate NC[C@H](C)OC(CCC(=O)C=1SC2=C(C1)C(=C(C(=C2)OC)OCCCOC=2C(=C1CN(CC1=CC2OC)C(CCC(=O)OC(C)(C)C)=O)F)F)=O